pyrazolo[1,5-a][1,3,5]Triazine-2,8-diamine N=1C=2N(C=NC1N)N=CC2N